diethyl-propanol C(C)C(CC)(O)CC